methyl 2-(1-bromoethyl)-4-phenoxybenzoate BrC(C)C1=C(C(=O)OC)C=CC(=C1)OC1=CC=CC=C1